N-((1,4-dibromo-6,7-dihydro-5H-cyclopenta[c]pyridin-3-yl)methylene)-2-methylpropan-2-sulfinamide BrC1=NC(=C(C2=C1CCC2)Br)C=NS(=O)C(C)(C)C